S(=O)(=O)=NC(=O)N sulfurylurea